5-Pentadecenoic acid C(CCCC=CCCCCCCCCC)(=O)O